CC=1C(NC(N(C1)[C@@H]1C=C[C@@H](O1)OC[P@@](=O)(OC1=CC=CC=C1)N[C@@H](C)C(=O)OCC)=O)=O |o1:14| ethyl ((R or S)-((((2S,5S)-5-(5-methyl-2,4-dioxo-3,4-dihydropyrimidin-1(2H)-yl)-2,5-dihydrofuran-2-yl) oxy) methyl) (phenoxy)phosphoryl)-L-alaninate